(Z)-8-(4-fluoro-2-methylphenyl)-9-(4-((1-(3-fluoropropyl)pyrrolidin-3-ylidene)methyl)phenyl)-6,7-dihydro-5H-benzo[7]annulene-3-carboxylic acid FC1=CC(=C(C=C1)\C=1\CCCC2=C(\C1\C1=CC=C(C=C1)C=C1CN(CC1)CCCF)C=CC(=C2)C(=O)O)C